ClC1=C(C=CC(=C1)F)C(=O)N1CC2CCC(C1)N2C2=C(C=CC(=C2)S(=O)(=O)C2CCN(CC2)CCC2=CC=CC=C2)OCOC (2-Chloro-4-fluoro-phenyl)-[8-[2-(methoxymethoxy)-5-[[1-(2-phenylethyl)-4-piperidinyl]sulfonyl]phenyl]-3,8-diazabicyclo[3.2.1]oct-3-yl]methanone